CC1(CCN(CC1)C1=C(C=C(C=C1)C(F)(F)F)NC(=O)C=1OC(=CC1)C1CCOCC1)C(=O)N1CCCCC1 N-(2-(4-methyl-4-(piperidine-1-carbonyl)-piperidin-1-yl)-5-(trifluoromethyl)phenyl)-5-(tetrahydro-2H-pyran-4-yl)furan-2-carboxamide